CC1=NC(=NC(=C1)C)SC1=C(C=CC(=C1)C)N1CCC(CC1)N(C)C 1-(2-((4,6-dimethylpyrimidin-2-yl)thio)-4-methylphenyl)-N,N-dimethylpiperidin-4-amine